BrC=1C=C(C=C2C(=CC(=NC12)N1CCN(CC1)C1=CC=C(C=C1)F)C#N)C 8-bromo-2-[4-(4-fluorophenyl)piperazin-1-yl]-6-methyl-quinoline-4-carbonitrile